ClC1=C2C=NN(C2=C(C=C1)C(=O)NC1CC2(CC(C2)CC(=O)O)C1)CC1=CC=C(C=C1)C1=CC=C(C=C1)C#N (Ra)-2-(6-(4-Chloro-1-((4'-cyano-[1,1'-biphenyl]-4-yl)methyl)-1H-indazole-7-carboxamido)spiro[3.3]heptan-2-yl)acetic acid